ClC=1C=CC(=NC1)CC(=O)O 2-(5-Chloropyridin-2-yl)acetic acid